C(CCC)OC(=O)N1[C@H]([C@]2(COCC(N2)=O)CCC1)COC1CCN(CC1)C(=O)OCC1=CC=CC=C1 |o1:8,9| butyl-rel-(6S,7R)-7-[({1-[(benzyloxy)carbonyl]piperidin-4-yl}oxy)methyl]-2-oxo-4-oxa-1,8-diazaspiro[5.5]undecane-8-carboxylate